C(#N)C=1C=C2C(=CC1)NC(C21CCN(CC1)CCOC1=CC(=C(C(=O)N)C=C1)F)=O 4-(2-[5-cyano-2-oxo-1,2-dihydrospiro[indole-3,4'-piperidin]-1'-yl]ethoxy)-2-fluorobenzamide